FCCCN1C[C@H](CC1)OC1=CC=C(C=C1)C1=C(CCCC2=C1C=CC(=C2)C(=O)O)C2=CC=CC=C2 9-(4-{[(3S)-1-(3-fluoropropyl)pyrrolidin-3-yl]oxy}phenyl)-8-phenyl-6,7-dihydro-5H-benzo[7]annulene-3-carboxylic acid